tert-butyl 8-(7-(difluoromethyl)-6-(1-methyl-1H-pyrazol-4-yl)-3,4-dihydroquinolin-1(2H)-yl)-6-(1,4-dioxaspiro[4.5]dec-7-en-8-yl)-3,4-dihydroisoquinoline-2(1H)-carboxylate FC(C1=C(C=C2CCCN(C2=C1)C=1C=C(C=C2CCN(CC12)C(=O)OC(C)(C)C)C1=CCC2(OCCO2)CC1)C=1C=NN(C1)C)F